5-[(3,3-difluorocyclobutyl)methoxy]pyridine-3-carboxylic acid methyl ester COC(=O)C=1C=NC=C(C1)OCC1CC(C1)(F)F